NN1C(=CC=C1)C(=O)OCC Ethyl 1-amino-1H-pyrrole-2-carboxylate